C(C)(=O)OC1=C(C(=O)O)C=CC=C1 2-acetoxy-benzoic acid